N1N=NN=C1C1=C(C=CC=C1)C1=CC(=CC(=N1)N(CC(C)C)CC1=CC=CC=C1)NC1=CC(=C(C=C1)F)Cl 6-(2-(1H-tetrazol-5-yl)phenyl)-N2-benzyl-N4-(3-chloro-4-fluorophenyl)-N2-isobutylpyridine-2,4-diamine